BrC=1C=CC(=C(N)C1)C=1NC=CN1 5-bromo-2-(1H-imidazol-2-yl)aniline